C(C)(C)[SiH](C=1C=C(C=C)C=CC1)C(C)C m-di(isopropyl)silylstyrene